(±)-3-(2-decyl-1,3-dioxolan-4-yl)-1-(p-tolyl)propan-1-one C(CCCCCCCCC)C1OCC(O1)CCC(=O)C1=CC=C(C=C1)C